7-methoxy-2-methyl-1,2,3,4-tetrahydroisoquinoline-6-amine COC1=C(C=C2CCN(CC2=C1)C)N